tert-butyl 2-{2-[(1r,4r)-4-({2,3,5-trifluoro-4-[(4-methoxyphenyl)methoxy]benzamido}methyl)cyclohexyl]-2H-indazol-6-yl}-7,8-dihydro-1,6-naphthyridine-6(5H)-carboxylate FC1=C(C(=O)NCC2CCC(CC2)N2N=C3C=C(C=CC3=C2)C2=NC=3CCN(CC3C=C2)C(=O)OC(C)(C)C)C=C(C(=C1F)OCC1=CC=C(C=C1)OC)F